2-(4-cyclopropyl-6-methoxypyrimidin-5-yl)-N-(2-fluoro-4-(5-methyl-3-(trifluoromethyl)-1H-pyrazol-1-yl)benzyl)imidazo[2,1-f][1,2,4]triazin-4-amine C1(CC1)C1=NC=NC(=C1C1=NN2C(C(=N1)NCC1=C(C=C(C=C1)N1N=C(C=C1C)C(F)(F)F)F)=NC=C2)OC